C(CCCCCCCCCCCCCC)OS(=O)(=O)C1=CC=CC=C1.[Cs].ClC1=CC=C(C=C1)C=1N=C2N(C=CC=N2)C1CN1CC2COCC(CC1)N2C=O [3-{[2-(4-chlorophenyl)imidazo[1,2-a]pyrimidin-3-yl]methyl}-8-oxa-3,10-diazabicyclo[4.3.1]dec-10-yl]methanone cesium pentadecylbenzenesulfonate